COC1=C(C=CC(=C1)OC)CNC1=NC=CC2=C1C(=NN2[C@H]2C[C@@H](N(C2)C(=O)OC)C(=O)[O-])I methyl (2R,4S)-4-[4-[(2,4-dimethoxyphenyl)methylamino]-3-iodo-pyrazolo[4,3-c]pyridin-1-yl]pyrrolidine-1,2-dicarboxylate